(S)-4-(cyclopropylethynyl)-4-(1,1-difluoroethyl)-6-fluoro-7-((4-(methoxymethyl)-1H-pyrazol-1-yl)methyl)-3,4-dihydroquinazolin-2(1H)-one C1(CC1)C#C[C@@]1(NC(NC2=CC(=C(C=C12)F)CN1N=CC(=C1)COC)=O)C(C)(F)F